Methyl 2-(((1R,5S,6S)-6-(6-((4-chloro-2-fluorobenzyl)oxy)pyridin-2-yl)-3-azabicyclo[3.1.0]hexan-3-yl)methyl)-4-fluoro-1-(((S)-oxetan-2-yl)methyl)-1H-benzo[d]imidazole-6-carboxylate ClC1=CC(=C(COC2=CC=CC(=N2)C2[C@H]3CN(C[C@@H]23)CC2=NC3=C(N2C[C@H]2OCC2)C=C(C=C3F)C(=O)OC)C=C1)F